3-pyrrolidin-2-ylpyridine N1C(CCC1)C=1C=NC=CC1